tert-butyl 3-oxo-5-(((trifluoromethyl)sulfonyl)oxy)-3,6-dihydropyridine-1(2H)-carboxylate O=C1CN(CC(=C1)OS(=O)(=O)C(F)(F)F)C(=O)OC(C)(C)C